C(#N)C1=C(C(=CC(=C1)C1=NC=C(C=C1)F)OC)/N=C/N(C)C (E)-N'-(2-cyano-4-(5-fluoropyridin-2-yl)-6-methoxyphenyl)-N,N-dimethylformimidamide